C(CC)OC1=C(N=C2C(=N1)NC(=N2)C(F)(F)F)NC2=C(C=C(C=C2)OC(F)(F)F)F 6-PROPOXY-N-(2-FLUORO-4-(TRIFLUOROMETHOXY)PHENYL)-2-(TRIFLUOROMETHYL)-1H-IMIDAZO[4,5-B]PYRAZIN-5-AMINE